ClC=1C=C2C(=CC(=NC2=CC1)C(F)(F)F)NC1CCC(CC1)NC(C(C)(C)C1=CC=C(C=C1)Cl)=O N-(4-{[6-chloro-2-(trifluoromethyl)quinolin-4-yl]amino}cyclohexyl)-2-(4-chlorophenyl)-2-methylpropanamide